BrC=1C(=C2C(N(C=NC2=CC1)C([2H])([2H])[2H])=O)C 6-bromo-5-methyl-3-(methyl-d3)quinazolin-4(3H)-one